C(C1=CC=CC=C1)OC(=O)N1CCN(CC1)C(=O)[C@H]1[N+](C[C@@H](C1)O)(C)C 4-[(2S,4R)-4-hydroxy-1,1-dimethyl-pyrrolidin-1-ium-2-carbonyl]piperazine-1-carboxylic acid benzyl ester